2-(8-(trifluoromethyl)quinolin-6-yl)acetonitrile FC(C=1C=C(C=C2C=CC=NC12)CC#N)(F)F